methyl-morpholine CN1CCOCC1